(6S)-6-{[7-chloro-2-(4-fluorophenyl)[1,2,4]triazolo[1,5-c]quinazolin-5-yl]amino}-1,4-diazepan-5-one ClC1=CC=CC=2C=3N(C(=NC12)N[C@@H]1C(NCCNC1)=O)N=C(N3)C3=CC=C(C=C3)F